ClC1=C(C=CC=C1F)SCC(=O)N(CC(=O)O)CC1=C(C=C(C=C1)C#N)F 2-[[2-(2-chloro-3-fluoro-phenyl)sulfanylacetyl]-[(4-cyano-2-fluoro-phenyl)methyl]amino]acetic acid